3-cyano-1-(3-(trifluoromethyl)benzyl)-1H-pyrrolo[2,3-b]pyridine-2-carboxamide C(#N)C1=C(N(C2=NC=CC=C21)CC2=CC(=CC=C2)C(F)(F)F)C(=O)N